tert-butyl (S)-(5-((2-bromo-6-nitrophenyl)amino)hexyl)carbamate BrC1=C(C(=CC=C1)[N+](=O)[O-])N[C@H](CCCCNC(OC(C)(C)C)=O)C